NCC1OCCN(C1)C=1N=C2C(=NC1)N=C(C=C2)SC2=C(C(=NC=C2)N)Cl 4-((2-(2-(aminomethyl)morpholino)pyrido[2,3-b]pyrazin-6-yl)thio)-3-chloropyridin-2-amine